2-(6-{5-chloro-2-[(oxacyclohex-4-yl)amino]pyrimidin-4-yl}-1-oxo-2,3-dihydro-1H-isoindol-2-yl)-N-[(3-fluorophenyl)methyl]acetamide ClC=1C(=NC(=NC1)NC1CCOCC1)C1=CC=C2CN(C(C2=C1)=O)CC(=O)NCC1=CC(=CC=C1)F